C1(CC1)C=1C(=CC2=CN(N=C2C1)C1CCC(CC1)CO)N1C(C=CC=C1C(F)(F)F)C(=O)N 1-N-[6-cyclopropyl-2-[4-(hydroxymethyl)cyclohexyl]indazol-5-yl]-6-(trifluoromethyl)pyridine-2-carboxamide